CC1(OB(OC1(C)C)C1=CC=C(C=C1)C1CC(C1)C=O)C 3-(4-(4,4,5,5-Tetramethyl-1,3,2-dioxaborolan-2-yl)phenyl)cyclobutane-1-carbaldehyde